C(C)C1(CCC1)N1CCN(CC1)C1=CC=2C(C=3NC=4C=C(C=CC4C3C(C2C=N1)=O)C#N)(C)C 3-[4-(1-Ethyl-cyclobutyl)-piperazine-1-yl]5,5-dimethyl-11-oxo-6,11-dihydro-5H-pyrido[4,3-b]carbazole-8-carbonitrile